2-Methyl-3-oxo-2-[5-[2-[4-(trifluoromethyl)anilino]-3-pyridinyl]-1,3,4-oxadiazol-2-yl]piperazine-1-carboxylic acid benzyl ester C(C1=CC=CC=C1)OC(=O)N1C(C(NCC1)=O)(C=1OC(=NN1)C=1C(=NC=CC1)NC1=CC=C(C=C1)C(F)(F)F)C